7-bromo-6-methoxy-1H-pyrrolo[3,2-c]pyridine BrC=1C2=C(C=NC1OC)C=CN2